C([C@@H]1[C@H]([C@@H]([C@H]([C@H](O1)OC[C@H]([C@H]([C@@H]([C@@H](CO)O)O)O)O)O)O)O)O 1-O-alpha-D-glucopyranosyl-D-mannitol